Cl.OC1=C(C=CC=C1O)C1CCNCC1 4-(2,3-dihydroxyphenyl)piperidine hydrochloride